N-((1r,3r)-3-ethoxycyclobutyl)-4-(1H-imidazol-1-yl)pyrimidine-2-carboxamide C(C)OC1CC(C1)NC(=O)C1=NC=CC(=N1)N1C=NC=C1